hydrazinium chloride hydrogen chloride Cl.[Cl-].[NH3+]N